[5-[3-chloro-2-[(E)-2-(4-cyanophenyl) vinyl]-6-fluoro-phenyl]-1,3-dimethyl-6-oxo-pyridazin-4-yl] 2-methylpropionate CC(C(=O)OC=1C(=NN(C(C1C1=C(C(=CC=C1F)Cl)\C=C\C1=CC=C(C=C1)C#N)=O)C)C)C